COCCN1N=CC2=CC=C(C=C12)C(=O)OC methyl 1-(2-methoxyethyl)-1H-indazole-6-carboxylate